tert-butyl 5-(3-(4-(tert-butoxy carbonyl)-2-oxopiperazin-1-yl) phenyl)-4-chloro-3-(cyclopropyl ethynyl)-1H-pyrrolo[2,3-b]pyridine-1-carboxylate C(C)(C)(C)OC(=O)N1CC(N(CC1)C=1C=C(C=CC1)C=1C(=C2C(=NC1)N(C=C2C#CC2CC2)C(=O)OC(C)(C)C)Cl)=O